N-(3-((R)-N-(D-alanyl)-S-methylamino-sulfinyl)phenyl)-2-((6-fluoro-2-methylpyridin-3-yl)oxy)-4-(trifluoromethyl)benzamide N[C@H](C)C(=O)N([S@](=O)C=1C=C(C=CC1)NC(C1=C(C=C(C=C1)C(F)(F)F)OC=1C(=NC(=CC1)F)C)=O)C